ClC=1NC2=CC=C(C=C2C1C=O)Cl 2,5-dichloro-1H-indole-3-carboxaldehyde